trimethyl(5-methyl-1,5-cyclohexadien-1-yl)silane C[Si](C1=CCCC(=C1)C)(C)C